[2H][C@@](C(=O)O)(C([2H])([2H])[2H])N L-Alanine-d4